C(C)C(CCC)O 1-ethylbutanol